9,9-bis((4,4''-bis((2-ethylhexyl)oxy)-[1,1':3',1''-terphenyl]-5'-yl)methyl)-7-bromo-9H-fluorene-2-carbonitrile C(C)C(COC1=CC=C(C=C1)C1=CC(=CC(=C1)CC1(C2=CC(=CC=C2C=2C=CC(=CC12)C#N)Br)CC=1C=C(C=C(C1)C1=CC=C(C=C1)OCC(CCCC)CC)C1=CC=C(C=C1)OCC(CCCC)CC)C1=CC=C(C=C1)OCC(CCCC)CC)CCCC